3,4,5,6-tetrakis(3,6-Di-t-butyl-9-carbazolyl)-terephthalonitrile C(C)(C)(C)C=1C=CC=2N(C3=CC=C(C=C3C2C1)C(C)(C)C)C1C=C(C#N)C(=C(C1(C#N)N1C2=CC=C(C=C2C=2C=C(C=CC12)C(C)(C)C)C(C)(C)C)N1C2=CC=C(C=C2C=2C=C(C=CC12)C(C)(C)C)C(C)(C)C)N1C2=CC=C(C=C2C=2C=C(C=CC12)C(C)(C)C)C(C)(C)C